ethylenediamine tetrasodium [Na].[Na].[Na].[Na].C(CN)N